1-(7-((3S,4R)-4-(2-chloro-5-fluorophenyl)-6,6-dimethyltetrahydro-2H-pyran-3-carbonyl)-5,5-difluoro-2,7-diazaspiro[3.5]nonan-2-yl)prop-2-en-1-one ClC1=C(C=C(C=C1)F)[C@H]1[C@@H](COC(C1)(C)C)C(=O)N1CC(C2(CN(C2)C(C=C)=O)CC1)(F)F